3-(6-hydroxy-1-oxo-3,4-dihydroisoquinolin-2(1H)-yl)piperidine-2,6-dione OC=1C=C2CCN(C(C2=CC1)=O)C1C(NC(CC1)=O)=O